1-(5-((5-chloro-4-(6-chloro-[1,1'-biphenyl]-3-yl)pyrimidin-2-yl)amino)pyridin-3-yl)pyrrolidin-2-one ClC=1C(=NC(=NC1)NC=1C=C(C=NC1)N1C(CCC1)=O)C=1C=C(C(=CC1)Cl)C1=CC=CC=C1